C12N(CC(NC1)C2)C2=CC(=C1C(N(C(C1=C2)=O)C2C(NC(CC2)=O)=O)=O)F 6-(2,5-diazabicyclo[2.2.1]heptan-2-yl)-2-(2,6-dioxopiperidin-3-yl)-4-fluoroisoindoline-1,3-dione